1-[4-amino-2-[methyl(propyl)amino]-1H-imidazo[4,5-c]quinolin-1-yl]-2-methylpropan-2-ol NC1=NC=2C=CC=CC2C2=C1N=C(N2CC(C)(O)C)N(CCC)C